(R)-N,N-diethyl-4-((3-(4-(3-(trifluoromethyl)-1,2,4-oxadiazol-5-yl)piperazine-1-carbonyl)piperidin-1-yl)sulfonyl)benzenesulfonamide C(C)N(S(=O)(=O)C1=CC=C(C=C1)S(=O)(=O)N1C[C@@H](CCC1)C(=O)N1CCN(CC1)C1=NC(=NO1)C(F)(F)F)CC